FC(C1=NC=C(C=C1)B1OC(C(O1)(C)C)(C)C)F 2-(difluoromethyl)-5-(4,4,5,5-tetramethyl-1,3,2-dioxaborolan-2-yl)pyridine